BrC1=C(C=C2C(=NC(=NC2=C1F)OC[C@]12CCCN2C[C@@H](C1)F)N1C[C@@](CCC1)(O)C)Cl (R)-1-(7-bromo-6-chloro-8-fluoro-2-(((2R,7aS)-2-fluorotetrahydro-1H-pyrrolizin-7a(5H)-yl)methoxy)quinazolin-4-yl)-3-methylpiperidin-3-ol